N2-(4-chloro-2-(difluoromethoxy)phenyl)-N8-(2-methoxy-2-methylpropyl)pyrido[3,4-d]pyrimidine-2,8-diamine ClC1=CC(=C(C=C1)NC=1N=CC2=C(N1)C(=NC=C2)NCC(C)(C)OC)OC(F)F